2-(trimethylsilyl)vinyl-boronic acid C[Si](C=CB(O)O)(C)C